ClC1=C(C(=O)NC)C(=CC(=C1)N1CCN(CC1)CC=1C=NC=2C=C(C(NC2C1)=O)CC)Cl 2,6-dichloro-4-(4-((7-ethyl-6-oxo-5,6-dihydro-1,5-naphthyridin-3-yl)methyl)piperazin-1-yl)-N-methylbenzamide